C(C)C1C(=NOC1CC1=CC(=CC=C1)OC)CNC(=O)C=1C=2N(C=CC1)C=CN2 Ethyl-3-((imidazo[1,2-a]pyridine-8-carboxamido)methyl)-5-(3-methoxybenzyl)-4,5-dihydroisoxazole